3,5-di-tert-butylhydroxytoluene C(C)(C)(C)C=1C=C(CO)C=C(C1)C(C)(C)C